[(2E)-3,7-dimethylocta-2,6-dienyl] acetate C(C)(=O)OC\C=C(\CCC=C(C)C)/C